(S)-4-(3-(3-methylpyridin-2-yloxy)pyrrolidin-1-yl)biphenyl-3-carbaldehyde CC=1C(=NC=CC1)O[C@@H]1CN(CC1)C1=C(C=C(C=C1)C1=CC=CC=C1)C=O